C(C1CO1)OC(C(=C)C)=O Glycidylmethacrylat